3-(((4-(((1r,3r)-3-(4-cyano-3-(trifluoromethyl)phenoxy)-2,2,4,4-tetramethylcyclobutyl)carbamoyl)phenyl)amino)methyl)oxetan C(#N)C1=C(C=C(OC2C(C(C2(C)C)NC(=O)C2=CC=C(C=C2)NCC2COC2)(C)C)C=C1)C(F)(F)F